1-[(3R,4S)-4-hydroxyoxolan-3-yl]-4-methyl-3-{3-methyl-5-[4-(trifluoromethyl)phenoxy]phenyl}-1H,4H,5H-pyrrolo[3,2-b]pyridin-5-one O[C@H]1[C@@H](COC1)N1C=C(C=2N(C(C=CC21)=O)C)C2=CC(=CC(=C2)OC2=CC=C(C=C2)C(F)(F)F)C